(R)-2-(difluoromethyl)-5-(4-(4-methylpyrazolo[1,5-a]pyridin-2-yl)-6,7-dihydro-1H-imidazo[4,5-c]pyridin-5(4H)-yl)-1,3,4-oxadiazole FC(C=1OC(=NN1)N1[C@H](C2=C(CC1)NC=N2)C2=NN1C(C(=CC=C1)C)=C2)F